OCC(C1=CC=NC=C1)[NH-] 2-Hydroxy-1-(pyridin-4-yl)ethyl-Amide